FC=1C=C(C=CC1)C1=NOC(=N1)C(C)NC(=O)C=1C(=NC(=NC1)C)C N-[1-[3-(3-fluorophenyl)-1,2,4-oxadiazol-5-yl]ethyl]-2,4-dimethyl-pyrimidine-5-carboxamide